[W].[Te].CC1(C2=CC=CC=C2C(C=2C=CC=CC12)=C)C 9,9-dimethyl-10-methylene-9,10-dihydroanthracene tellurium-tungsten